2-(2-chloro-4-iodoanilino)-N-(cyclopropyl-methoxy)-3,4-difluorobenzamide ClC1=C(NC2=C(C(=O)NOCC3CC3)C=CC(=C2F)F)C=CC(=C1)I